[K+].S(=O)(=O)([O-])CCCC=C(C(=O)[O-])C.[K+] (3-sulfopropyl)-methacrylic acid potassium salt